C(=O)(O)C1=CC2=C(C[Se]C2)C=C1 5-carboxy-1,3-dihydrobenzo[c]selenophene